N[C@H]1CN(CCC1)C(=O)C=1C=CC=2N(C1)N=C(C2C)C=2N(C1=C(C=CC=C1C2)C2CCN(CC2)C(=O)C2OCCCC2)CC2CC2 ((R)-3-aminopiperidin-1-yl)(2-(1-(cyclopropylmethyl)-7-(1-(tetrahydro-2H-pyran-2-carbonyl)piperidin-4-yl)-1H-indol-2-yl)-3-methylpyrazolo[1,5-a]pyridin-6-yl)methanone